(3-(3-(2,3-dichlorophenyl)-1H-pyrazolo[3,4-b]pyrazin-6-yl)-7-(1-methyl-1H-pyrazol-3-yl)-3-azabicyclo[4.1.0]heptan-7-yl)methanamine ClC1=C(C=CC=C1Cl)C1=NNC2=NC(=CN=C21)N2CC1C(C1CC2)(C2=NN(C=C2)C)CN